ClC1=CC=C(C=C1)C1C2=C(NC(N1)=O)C=1C=CC=CC1OC2=O 4-(4-chlorophenyl)-3,4-dihydro-1H-chromeno[4,3-d]pyrimidine-2,5-dione